C(#C)C1=C(C=CC2=CC(NC(=C12)C1=C(C=2N=C(N=C(C2C=N1)N1CCOC[C@@H](C1)NC(C=C)=O)OCC1(CC1)CN1CCOCC1)F)=O)F (R)-N-(4-(7-(8-ethynyl-7-fluoro-3-oxo-2,3-dihydroisoquinolin-1-yl)-8-fluoro-2-((1-(morpholinomethyl)cyclopropyl)methoxy)pyrido[4,3-d]pyrimidin-4-yl)-1,4-oxazepan-6-yl)acrylamide